sodium 3-amino-1,5-naphthalenedisulfonate NC=1C=C(C=2C=CC=C(C2C1)S(=O)(=O)[O-])S(=O)(=O)[O-].[Na+].[Na+]